C(#N)[C@@]1(CC12CC2)C=2C=C1C=C(N=CC1=CC2)NC(=O)[C@H]2[C@H]([C@H]2C=2C=NN(C2)C)C (1S,2S,3R)-N-(6-((R)-1-cyanospiro[2.2]pentan-1-yl)isoquinolin-3-yl)-2-methyl-3-(1-methyl-1H-pyrazol-4-yl)cyclopropane-1-carboxamide